2-(3-Methyl-1,2-oxazol-5-yl)-1-[5-(pyridine-2-sulfonyl)-1H,2H,3H,4H,5H,6H-pyrrolo[3,4-c]pyrrol-2-yl]ethan-1-one CC1=NOC(=C1)CC(=O)N1CC=2CN(CC2C1)S(=O)(=O)C1=NC=CC=C1